(R)-pyrrolidinecarboxylic acid N1(CCCC1)C(=O)O